Ethyl (3S)-3-(2'-(benzyloxy)-2,4-difluoro-4',5,6'-trimethyl-[1,1'-biphenyl]-3-yl)-3-((tert-butoxycarbonyl)amino)propanoate C(C1=CC=CC=C1)OC1=C(C(=CC(=C1)C)C)C1=C(C(=C(C(=C1)C)F)[C@H](CC(=O)OCC)NC(=O)OC(C)(C)C)F